CN(CCCN(\C=C(\C(C)(C)C)/[O-])CCCN(C)C)C.[Sr+2].CN(C)CCCN(CCCN(C)C)\C=C(\C(C)(C)C)/[O-] strontium (Z)-1-(bis(3-(dimethylamino)propyl)amino)-3,3-dimethylbut-1-en-2-olate